3,5-difluorophenol FC=1C=C(C=C(C1)F)O